10-hydroxy-4,6,8-trimethylundecyl decyloxymethyl ether C(CCCCCCCCC)OCOCCCC(CC(CC(CC(C)O)C)C)C